di-tert-butyl (1's,1''s)-2''-bromo-2,5-dioxodispiro[imidazolidine-4,1'-cyclohexane-4',1''-indene]-1,3-dicarboxylate BrC=1C2(C3=CC=CC=C3C1)CCC1(CC2)N(C(N(C1=O)C(=O)OC(C)(C)C)=O)C(=O)OC(C)(C)C